C(C)N1C[C@]2(C[C@H]2C1)C1=CC(=C(C=C1)F)F (1S,5R)-3-ethyl-1-(3,4-difluorophenyl)-3-aza-bicyclo[3.1.0]hexane